(R)-8-(1-((4-fluoro-2-(methylsulfonyl)phenyl)amino)ethyl)-6-methyl-2-morpholinoquinazolin-4(3H)-one FC1=CC(=C(C=C1)N[C@H](C)C=1C=C(C=C2C(NC(=NC12)N1CCOCC1)=O)C)S(=O)(=O)C